2',3,4',5-tetrahydroxystilbene OC1=C(C=CC2=CC(=CC(=C2)O)O)C=CC(=C1)O